C(#N)C1=CC=C(C=C1)C=CC=O 3-(4-cyanophenyl)acrolein